1-(5-bromo-2-fluorophenyl)-6-methylisoquinoline-1,5-diamine BrC=1C=CC(=C(C1)C1(NC=CC=2C(=C(C=CC12)C)N)N)F